O=C([C@H](O)[C@H](O)[C@@H](O)[C@H](O)CO)OCC ethyl gulonate